5-methoxypyrido[4,3-d]Pyrimidine hydrochloride Cl.COC1=NC=CC=2N=CN=CC21